2,2'-(4-{1-ethoxy-3-[4-(2-ethoxyethoxy)phenyl]-1-oxopropan-2-yl}-10-[(2SR)-1-ethoxy-3-methoxy-1-oxopropan-2-yl]-1,4,7,10-tetraazacyclododecane-1,7-diyl)diacetic acid C(C)OC(C(CC1=CC=C(C=C1)OCCOCC)N1CCN(CCN(CCN(CC1)CC(=O)O)[C@H](C(=O)OCC)COC)CC(=O)O)=O |r|